3-methoxy-4-(4-methoxypyridin-3-yl)benzoic acid COC=1C=C(C(=O)O)C=CC1C=1C=NC=CC1OC